(4S)-1-((1S)-1-(2-(amino((1R,3s,5S)-6,6-difluorobicyclo[3.1.0]hexan-3-yl)methyl)imidazo[1,2-b]pyridazin-7-yl-6-d)-2-methoxyethyl)-4-(trifluoromethyl)imidazolidin-2-one NC(C=1N=C2N(N=C(C(=C2)[C@@H](COC)N2C(N[C@@H](C2)C(F)(F)F)=O)[2H])C1)C1C[C@H]2C([C@H]2C1)(F)F